P(O)(O)O.P(O)(O)O.C(C)(C)(C1=CC=CC=C1)C1=C(C=CC(=C1)C(C)(C)C1=CC=CC=C1)C(O)(C(CO)(CO)CO)C1=C(C=C(C=C1)C(C)(C)C1=CC=CC=C1)C(C)(C)C1=CC=CC=C1 bis(2,4-dicumylphenyl)pentaerythritol bisphosphite